N1(CCN(CCN(CC1)CC=1C(=C(C(=O)NC(CO)CO)C=C(C1)C)O)CC=1C(=C(C(=O)NC(CO)CO)C=C(C1)C)O)CC=1C(=C(C(=O)NC(CO)CO)C=C(C1)C)O 3,3',3''-[1,4,7-triazonane-1,4,7-triyltris(methylene)]tris[N-(1,3-dihydroxypropan-2-yl)-2-hydroxy-5-methylbenzamide]